CN([C@@H]1CC(N(C1)C1=NC=CC2=C1C(N1C(CO2)CNCC1)=O)(C)C)C 1-((R)-4-(dimethylamino)-2,2-dimethylpyrrolidin-1-yl)-6,6a,7,8,9,10-hexahydro-12H-pyrazino[2,1-c]Pyrido[3,4-f][1,4]Oxazepin-12-one